N[C@H]1CS(C2=C(N(C1=O)CC1=CC=C(C=C1)S(=O)(=O)C)C=C(C(=C2)F)C=2OC(=NN2)C(C)(C)C)(=O)=O (3R)-3-amino-7-(5-tert-butyl-1,3,4-oxadiazol-2-yl)-8-fluoro-5-[(4-methylsulfonylphenyl)methyl]-1,1-dioxo-2,3-dihydro-1λ6,5-benzothiazepin-4-one